3-(1-carboxy-2-(3,4-dihydroxyphenyl)ethylaminocarbonyl)-2,5-dihydroxybenzoic acid C(=O)(O)C(CC1=CC(=C(C=C1)O)O)NC(=O)C=1C(=C(C(=O)O)C=C(C1)O)O